C(C)(C)(C)OC(=O)N1CC(C1)(NC(CC(=O)OCC)=O)CC(=O)OCC 3-(2-ethoxy-2-oxoethyl)-3-(3-ethoxy-3-oxopropanamido)azetidine-1-carboxylic acid tert-butyl ester